C1(CC1)C1=CC(=C(C(=C1)C)N1N=C2C(N=C(NC2=O)N2CCOCC2)=N1)C 2-(4-cyclopropyl-2,6-dimethylphenyl)-5-morpholino-2,6-dihydro-7H-[1,2,3]triazolo[4,5-d]pyrimidin-7-one